BrC1=NC=C(C=N1)N1C(C(CC1)CC1=CC=C(C=C1)Cl)=O 1-(2-bromopyrimidin-5-yl)-3-(4-chlorobenzyl)pyrrolidin-2-one